bromo-4'-fluorospiro[cyclopropane-1,3'-indoline] BrN1CC2(C3=C(C=CC=C13)F)CC2